C(C)(C)(C)C=1NC(=CN1)C1=C(C=CC=C1OC)OC 2-(tert-butyl)-5-(2,6-dimethoxyphenyl)-1H-imidazole